N1(CCC1)C=1C=C(C(NN1)=O)O 6-(azetidin-1-yl)-4-hydroxypyridazin-3(2H)-one